M-fluorotrifluoromethoxybenzene C1=CC(=CC(=C1)F)OC(F)(F)F